FC1=C(C=C(C=C1)OC)C1=C(C=C(C=C1)COC1OCCCC1)OC(CO)(C)C 2-[2'-fluoro-5'-methoxy-4-(tetrahydro-pyran-2-yloxymethyl)-biphenyl-2-yloxy]-2-methyl-propan-1-ol